CN(C)CC=1C=C(C=CC1)C1=CC[C@@H](CN1C(=O)OC(C)(C)C)C (S)-tert-butyl 6-(3-((dimethylamino)methyl)phenyl)-3-methyl-3,4-dihydropyridine-1(2H)-carboxylate